(S)-3-(1-Acryloylpiperidin-3-yl)-7-amino-1-(4-(3-fluorophenoxy)phenyl)-1,5-dihydro-4H-pyrrolo[2,3-d]pyridazin-4-on C(C=C)(=O)N1C[C@@H](CCC1)C1=CN(C=2C(=NNC(C21)=O)N)C2=CC=C(C=C2)OC2=CC(=CC=C2)F